N[C@@H](C(C1CC1)C1CC1)C=1N=C2N(N=C(C=C2)C[C@@H]2C(NCCC2)=O)C1 (R)-3-((2-((S)-1-amino-2,2-dicyclopropylethyl)imidazo[1,2-b]pyridazin-6-yl)methyl)piperidin-2-one